6,6'-(10-methyl-10H-phenothiazine-3,7-diyl)-bis-(pyridazin-3-ol) CN1C2=CC=C(C=C2SC=2C=C(C=CC12)C1=CC=C(N=N1)O)C1=CC=C(N=N1)O